CN(CCOC(=O)OC(C(=O)OCCCCCCOC(C(CCCCCCCC)CCCCCC)=O)CCC(=O)OCCCCCCOC(C(CCCCCCCC)CCCCCC)=O)C bis(6-((2-hexyldecanoyl)oxy)hexyl) 2-(((2-(dimethylamino)ethoxy)carbonyl)oxy)-pentanedioate